2-(4'-Phenoxy-[1,1'-biphenyl]-2-yl)pyridine O(C1=CC=CC=C1)C1=CC=C(C=C1)C1=C(C=CC=C1)C1=NC=CC=C1